FC(C1=NN=C(O1)C1=CC(=C(CN(S(=O)(=O)N2CCSCC2)C2=CC=CC=C2)C=C1)F)F N-(4-(5-(difluoromethyl)-1,3,4-oxadiazol-2-yl)-2-fluorobenzyl)-N-phenylthiomorpholin-4-sulfonamide